tert-butyl 4-[2-chloro-3-cyclopropyl-6-[(diethylcarbamoyl)oxy]phenyl]-1,2,3,6-tetrahydropyridine-1-carboxylate ClC1=C(C(=CC=C1C1CC1)OC(N(CC)CC)=O)C=1CCN(CC1)C(=O)OC(C)(C)C